C(=C)CO[Si](OC)(OC)CCCCC vinyl-amyl-trimethoxysilane